C(=O)(OCC)C1=CC=C(C2=NC3=CC=CC=C3C(=C12)C1=CC=C(C=C1)[N+](=O)[O-])F 1-carbethoxy-9-(p-nitrophenyl)-4-fluoroacridine